ethyl 3-[2-amino-3-(3-ethoxy-3-oxo-propoxy)-2-methylpropoxy]propanoate NC(COCCC(=O)OCC)(COCCC(=O)OCC)C